C(CCCCCCCCC)S decanethiol